5-amino-4-(((1-ethyl-1H-imidazol-5-yl)methyl)amino)thiophene-2-carboxylic acid methyl ester COC(=O)C=1SC(=C(C1)NCC1=CN=CN1CC)N